FC(C(=O)O)(F)F.NCC(CC=1N(C(NN1)=O)C1=CC(=NC=C1)C=1C=NN(C1)CC)=C(F)F [2-(aminomethyl)-3,3-difluoro-allyl]-4-[2-(1-ethylpyrazol-4-yl)-4-pyridinyl]-1,2,4-triazol-3-one trifluoroacetate salt